2-((4-(2-(2,4-dichlorophenyl)-4-fluoro-2H-chromen-8-yl)piperidin-1-yl)methyl)-3-((1-(fluoromethyl)cyclopropyl)methyl)-3H-imidazo[4,5-b]pyridine-5-carboxylic acid ClC1=C(C=CC(=C1)Cl)C1OC2=C(C=CC=C2C(=C1)F)C1CCN(CC1)CC1=NC=2C(=NC(=CC2)C(=O)O)N1CC1(CC1)CF